CN1C2=C(C=3C=C(C=CC13)CC=1N=CSC1)C=NN(C2=O)CC2=NN(C=C2)C 5-methyl-3-((1-methyl-1H-pyrazol-3-yl)methyl)-8-(thiazol-4-ylmethyl)-3H-pyridazino[4,5-b]indol-4(5H)-one